2,3-butanediol-d CC(C(C)O[2H])O